[NH4+].ClC1=CC(=C(COC2=NN(C=C2)C2CCN(CC2)CC2=NC3=C(N2CC2=CN=CN2C(F)F)C=C(C=C3)C(=O)[O-])C=C1)F 2-((4-(3-((4-chloro-2-fluorobenzyl)oxy)-1H-pyrazol-1-yl)piperidin-1-yl)methyl)-1-((1-(difluoromethyl)-1H-imidazol-5-yl)methyl)-1H-benzo[d]imidazole-6-carboxylic acid, ammonium salt